3-chloro-2'-(2-(2-hydroxypropan-2-yl)pyrimidin-4-yl)-5',6-dimethyl-4-((3-(trifluoromethyl)phenyl)methoxy)-2H-[1,4'-bipyridin]-2-one ClC=1C(N(C(=CC1OCC1=CC(=CC=C1)C(F)(F)F)C)C1=CC(=NC=C1C)C1=NC(=NC=C1)C(C)(C)O)=O